CC(C)(CCCC(CC=O)C)OC(\C=C\C1=CC=C(C=C1)OC)=O 2,6-Dimethyl-8-oxooctan-2-yl-(E)-3-(4-methoxyphenyl)acrylat